C(C=CC1=CC=CC=C1)(=O)OCCO hydroxy-ethyl cinnamate